(6,6-Dimethyl-4-heptynyl)malonic acid CC(C#CCCCC(C(=O)O)C(=O)O)(C)C